vinyl-diethylsilane C(=C)[SiH](CC)CC